1-(5-fluoro-2-(1-methyl-1H-pyrazol-4-yl)phenyl)ethan-1-one FC=1C=CC(=C(C1)C(C)=O)C=1C=NN(C1)C